CC1=CC=C(C=C1)S(=O)(=O)OCCOS(=O)(=O)C1=CC=C(C)C=C1 ethylene di(p-toluenesulfonate)